6-[[(2R,3R,4R,5S)-3-(3,4-Difluoro-2-methoxy-phenyl)-4,5-dimethyl-5-(trifluoromethyl)tetrahydrofuran-2-carbonyl]amino]pyrazin-2-carboxamid FC=1C(=C(C=CC1F)[C@@H]1[C@@H](O[C@@]([C@@H]1C)(C(F)(F)F)C)C(=O)NC1=CN=CC(=N1)C(=O)N)OC